(5-iodo-indan-2-yl)-dipropyl-amine IC=1C=C2CC(CC2=CC1)N(CCC)CCC